formselenate C([O-])=[Se]